C(C)N1C[C@H]2[C@@H](CC1)CCN2C2=CC=C(N=N2)C2=C(C=C(C=C2C)C(F)(F)F)O |r| 2-[6-[rac-(3aS,7aR)-6-ethyl-3,3a,4,5,7,7a-hexahydro-2H-pyrrolo[2,3-c]pyridin-1-yl]pyridazin-3-yl]-3-methyl-5-(trifluoromethyl)phenol